(E)-3-(5-((1H-imidazol-1-yl)methyl)pyridin-2-yl)acrylic acid N1(C=NC=C1)CC=1C=CC(=NC1)/C=C/C(=O)O